[Cl-].C(CCCCCCCCCCC)(=O)OCC[N+](C)(C)C Lauroylcholine chloride